((4-bromophenoxy) (((2R,5R)-2-ethynyl-5-(5-methyl-2,4-dioxo-3,4-dihydropyrimidin-1(2H)-yl)-2,5-dihydrofuran-2-yl) methoxy) phosphoryl)-L-alaninate BrC1=CC=C(OP(=O)(OC[C@]2(O[C@H](C=C2)N2C(NC(C(=C2)C)=O)=O)C#C)N[C@@H](C)C(=O)[O-])C=C1